(2S,4R)-4-((tert-butyldiphenylsilyl)oxy)-1-methyl-2-((4-nitrophenoxy)methyl)pyrrolidine [Si](C1=CC=CC=C1)(C1=CC=CC=C1)(C(C)(C)C)O[C@@H]1C[C@H](N(C1)C)COC1=CC=C(C=C1)[N+](=O)[O-]